C=1N(C=C2C=CC=CC12)C1=C(C=CC=C1)O Isoindol-2-ylphenol